C(C1=CC=CC=C1)O[C@@H]1C[C@@H]2N(C(N(C2=O)CCO[Si](C2=CC=CC=C2)(C2=CC=CC=C2)C(C)(C)C)=O)C1 (6R,7aS)-6-(benzyloxy)-2-(2-(tert-butyldiphenylsilyloxy)ethyl)tetrahydro-1H-pyrrolo[1,2-c]Imidazole-1,3(2H)-dione